1-(1Z-octadecenyl)-2-(11Z,14Z-eicosadienoyl)-glycero-3-phosphoserine CCCCCCCCCCCCCCCC/C=C\OC[C@H](COP(=O)(O)OC[C@@H](C(=O)O)N)OC(=O)CCCCCCCCC/C=C\C/C=C\CCCCC